C(C)OC(=O)C=1OC2=C(C1C)C=C(C=C2)S(N(CCC2=CC=CC=C2)CC2=CC=C(C=C2)C(C2=CC=CC=C2)=O)(=O)=O 3-Methyl-5-(N-(4-benzoylbenzyl)-N-phenethylsulfamoyl)benzofuran-2-carboxylic acid ethyl ester